C(C)N(C(C1=CC(=CC=C1)NC1=CC=NC2=CC(=CC=C12)C(F)(F)F)=O)CC N,N-diethyl-3-[(7-trifluoromethylquinolin-4-yl)amino]benzamide